IC1=NN(C2=NC(=CN=C21)N2CC1C(C1CC2)(C2=CC=CC=C2)CNC(OCC2=CC=CC=C2)=O)C2OCCCC2 Benzyl ((3-(3-iodo-1-(tetrahydro-2H-pyran-2-yl)-1H-pyrazolo[3,4-b]pyrazin-6-yl)-7-phenyl-3-azabicyclo[4.1.0]heptan-7-yl)methyl)carbamate